palladium tetrakis(tris(p-methoxyphenyl)phosphine) COC1=CC=C(C=C1)P(C1=CC=C(C=C1)OC)C1=CC=C(C=C1)OC.COC1=CC=C(C=C1)P(C1=CC=C(C=C1)OC)C1=CC=C(C=C1)OC.COC1=CC=C(C=C1)P(C1=CC=C(C=C1)OC)C1=CC=C(C=C1)OC.COC1=CC=C(C=C1)P(C1=CC=C(C=C1)OC)C1=CC=C(C=C1)OC.[Pd]